9-(2,3-dihydroxy-1-propoxymethyl)guanine OC(COCN1C=2N=C(NC(C2N=C1)=O)N)CO